5,11b-(epiminoethano)phenanthro[3,2-d][1,3]thiazol-9-amine C1C23C4=CC=5N=C(SC5C=C4C=C(C2=CC=C1)NCC3)N